FC(OC1=NC=CC(=C1)CNC(=O)NC1(CC1)C(F)(F)F)F 1-[[2-(difluoro-methoxy)pyridin-4-yl]methyl]-3-[1-(trifluoromethyl)cyclopropyl]urea